C(C)(C)(C)C=1C=C(C=C(C1O)C(C)(C)C)CCC(=O)NNC(CCC1=CC(=C(C(=C1)C(C)(C)C)O)C(C)(C)C)=O bis(3,5-di-tert-butyl-4-hydroxy-phenylpropionyl)hydrazine